(R)-2-amino-1-(4-(3-(trifluoromethyl)phenyl)piperazin-1-yl)propan-1-one N[C@@H](C(=O)N1CCN(CC1)C1=CC(=CC=C1)C(F)(F)F)C